(3S,5R)-5-(6-cyclopropyl-8-(3-methyl-2,4-dioxoimidazolidin-1-yl)imidazo[1,2-a]pyridin-2-yl)pyrrolidin-3-yl propionate C(CC)(=O)O[C@@H]1CN[C@H](C1)C=1N=C2N(C=C(C=C2N2C(N(C(C2)=O)C)=O)C2CC2)C1